diethyl phosphate dioleate C(CCCCCCC\C=C/CCCCCCCC)(=O)O.C(CCCCCCC\C=C/CCCCCCCC)(=O)O.P(=O)(OCC)(OCC)O